C(CCCCCC\C=C/C\C=C/CCCCC)C(O[Si](OCCCCCCN(CC#C)C)(C)C)OC\C=C(\CC\C=C(\CCC=C(C)C)/C)/C (13E,17E)-10-((8Z,11Z)-heptadeca-8,11-dien-1-yl)-N,8,8,14,18,22-hexamethyl-N-(prop-2-yn-1-yl)-7,9,11-trioxa-8-silatricosa-13,17,21-trien-1-amine